N[C@@H]1[C@@H](OCC12CCN(CC2)C=2C(NC(=CN2)SC2=C1C(=CNC1=CC=C2)F)=O)C 3-((3S,4S)-4-Amino-3-methyl-2-oxa-8-azaspiro[4.5]-decan-8-yl)-6-((3-fluoro-1H-indol-4-yl)thio)pyrazin-2(1H)-on